CC1=NOC(=C1C=1C=C2C(=NC=NC2=CC1)NCC1=C(C=CC=C1)OC)C 6-(3,5-dimethylisoxazol-4-yl)-N-(2-methoxybenzyl)quinazolin-4-amine